FC1=CC=C(C=C1)NC1=C(N=C2N1C=C(N=C2)N2CCN(CC2)C)C=2C=CC=1N(C2)C(=NN1)C N-(4-fluorophenyl)-2-(3-methyl-[1,2,4]triazolo[4,3-a]pyridin-6-yl)-6-(4-methylpiperazin-1-yl)imidazo[1,2-a]pyrazin-3-amine